N1(N=NC=C1)N1C(CCCC1=O)=O 1H-1,2,3-triazol-1-ylpiperidine-2,6-dione